FC(C1=CC=CC(=N1)NC(=O)C1=CC2=CN(N=C2C=C1OC(C)C)[C@@H]1CC(OCC1)(C)C)F (S)-N-(6-(difluoromethyl)pyridin-2-yl)-2-(2,2-dimethyltetrahydro-2H-pyran-4-yl)-6-isopropoxy-2H-indazole-5-carboxamide